4-bromo-N-(3-chloro-5-(methylsulfonyl)phenyl)thiophene-2-carboxamide BrC=1C=C(SC1)C(=O)NC1=CC(=CC(=C1)S(=O)(=O)C)Cl